C1(CC1)S(=O)(=O)N1C[C@H]([C@@H](CC1)NC1=NN2C(C=N1)=C(C=C2N2C[C@@H](CC2)CC(F)(F)F)F)O (3R,4R)-1-(cyclopropylsulfonyl)-4-((5-fluoro-7-((S)-3-(2,2,2-trifluoroethyl)pyrrolidin-1-yl)pyrrolo[2,1-f][1,2,4]triazin-2-yl)amino)piperidin-3-ol